C(C)(C)C1=CC(=C(C=C1)C(=O)C1=C(C=C(C=C1)C(C)C)C(C(C)C)O)C(C(C)C)O p-isopropyl-α-hydroxy-isobutylphenyl ketone